F[C@H]1CN(C[C@@H]([C@H]1NC(=O)C1=CC(=CC=2N1N=CC2CC(F)(F)F)I)C)C(=O)OC(C)(C)C tert-butyl (3S,4R,5S)-3-fluoro-4-[[5-iodo-3-(2,2,2-trifluoroethyl)pyrazolo[1,5-a]pyridine-7-carbonyl]amino]-5-methyl-piperidine-1-carboxylate